COC=1C(=NC=NC1)N1C(CN(CC1)C1=CC=CC=C1)C(F)(F)F 5-methoxy-4-(4-phenyl-2-(trifluoromethyl)piperazin-1-yl)pyrimidin